tert-Butyl (2-(6-((2S,5R)-4-(bis(4-fluorophenyl)methyl)-2,5-dimethylpiperazin-1-yl)-2-hydrazineyl-9H-purin-9-yl-8-d)ethyl)(methyl)carbamate FC1=CC=C(C=C1)C(N1C[C@@H](N(C[C@H]1C)C1=C2N=C(N(C2=NC(=N1)NN)CCN(C(OC(C)(C)C)=O)C)[2H])C)C1=CC=C(C=C1)F